C(C)(=O)N[C@H]1[C@H](OCCC)O[C@@H]([C@H]([C@@H]1O)O)CO Propyl 2-(acetylamino)-2-deoxy-β-D-glucopyranoside